C(CCCCC)C(C(=O)OCCOCCCN(CCCOCCOC(C(CCCCCCCC)CCCCCC)=O)CCCCCO)CCCCCCCC ((((5-Hydroxypentyl)azanediyl)bis(propane-3,1-diyl))bis(oxy))bis(ethane-2,1-diyl) bis(2-hexyldecanoate)